O1C[C@@H](CC1)CNC(OC1C(NCC1O)CC1=CC=C(C=C1)Cl)=O 2-[(4-chlorophenyl)methyl]-4-hydroxypyrrolidin-3-yl N-[(3S)-oxolan-3-ylmethyl]carbamate